tert-butyl N-[(R)-1-methyl-3-methylsulfanyl-prop-2-ynyl]carbamate C[C@H](C#CSC)NC(OC(C)(C)C)=O